2-{3-[(2R,6S)-2,6-Dimethylmorpholin-4-carbonyl]-5,6-dihydrocyclopenta[c]pyrazol-1(4H)-yl}-1-[4-(4-methylphenyl)piperidin-1-yl]ethan-1-on C[C@@H]1CN(C[C@@H](O1)C)C(=O)C=1C2=C(N(N1)CC(=O)N1CCC(CC1)C1=CC=C(C=C1)C)CCC2